FC(OC1=CC=C(C=C1)NC(C1=C(C=CC(=C1)Cl)NC(C)=O)=O)(F)F N-(4-trifluoromethoxyphenyl)-5-chloro-2-acetamidobenzamide